6H-indolo[2,3-b]quinoxaline C1=C2N=C3C(=NC2=CC=C1)NC=1C=CC=CC13